C(C)OC(C(C(=O)C1C(C[C@H](N(C1)C(=O)OC(C)(C)C)C)=O)(F)F)=O tert-Butyl (2R)-5-(3-ethoxy-2,2-difluoro-3-oxopropanoyl)-2-methyl-4-oxopiperidine-1-carboxylate